5-chloro-2-(isobutyryl-oxy)-3-((phenethyl-imino)methyl)phenyl 3-methylbenzoate CC=1C=C(C(=O)OC2=C(C(=CC(=C2)Cl)C=NCCC2=CC=CC=C2)OC(C(C)C)=O)C=CC1